(R)-1'-(6-chloropyrido[2,3-b]pyrazin-2-yl)-2-methyl-5,7-dihydrospiro[cyclopenta[b]pyridin-6,4'-piperidin]-5-amine ClC=1C=CC=2C(=NC=C(N2)N2CCC3(CC2)[C@H](C=2C(=NC(=CC2)C)C3)N)N1